N-(4-(8-fluoro-7-methoxy-1,3,4,5-tetrahydro-2H-benzo[c]azepin-2-yl)-2,6-dimethylphenyl)-3,3-dimethylbutyramide FC=1C(=CC2=C(CN(CCC2)C2=CC(=C(C(=C2)C)NC(CC(C)(C)C)=O)C)C1)OC